2-(3-(methylsulfonamidomethyl)-1-(1-(4-(propan-2-ylidene)cyclohexyl)piperidin-4-yl)-1H-pyrrolo[2,3-b]pyridin-2-yl)ethyl carbamate C(N)(OCCC1=C(C=2C(=NC=CC2)N1C1CCN(CC1)C1CCC(CC1)=C(C)C)CNS(=O)(=O)C)=O